ClC1=C(C=CC=C1F)C(C1C2=CC=CC(=C2OC=2C=C(C=CC12)N1CCCC1)Cl)OC(C)=O acetic acid [(2-chloro-3-fluoro-phenyl)-(5-chloro-3-pyrrolidin-1-yl-9H-xanthen-9-yl) methyl] ester